NC=1N=CC(=NC1C)C(=O)OC methyl 5-amino-6-methylpyrazine-2-carboxylate